C(C1=CC=CC=C1)N1CCC(CC1)CCN1C(NC(C(=C1C)C(=O)OCC)C1=CC=C(C=C1)OCCCCCCN1CCOCC1)=O Ethyl 1-(2-(1-benzylpiperidin-4-yl)ethyl)-6-methyl-4-(4-((6-morpholinohexyl)oxy)phenyl)-2-oxo-1,2,3,4-tetrahydropyrimidine-5-carboxylate